furanboronate O1C(=CC=C1)B([O-])[O-]